ClC1=CC=C(C=N1)CN(C(C)=NC#N)C N-[(6-chloropyridin-3-yl)methyl]-N'-cyano-N-methylacetamidine